C(C)(C)(C)OC(=O)N1CCN(CC1)C=1C=C2C(NC(=NC2=CC1)C1=NC=CC(=C1)C(F)(F)F)=O 4-[4-oxo-2-(4-trifluoromethyl-pyridin-2-yl)-3,4-dihydro-quinazolin-6-yl]-piperazine-1-carboxylic acid tert-butyl ester